FC(C1=CC=C(C=C1)CN)(F)F (4-(trifluorometh-yl)phenyl)meth-anamine